N-sulfamoyl-acrylamide S(N)(=O)(=O)NC(C=C)=O